COC=1C(C(=C(C(C1OC)=O)CCCCCCCCCC[P+](C1=CC=CC=C1)(C1=CC=CC=C1)C1=CC=CC=C1)C)=O 10-(4,5-dimethoxy-2-methyl-3,6-dioxo-1,4-cyclohexadienyl)decyl-triphenylphosphonium